C1(CCCCC1)C(OC(C(=O)N)(C1CCCCC1)C1CCCCC1)(C(=O)N)C1CCCCC1 Tetra[cyclohexyl]diglycolic acid diamide